NC=1C=NC(=CN1)C1=C(C=CC(=C1)OC(C)C)F 3-Amino-6-(2-fluoro-5-isopropoxyphenyl)pyrazine